(S)-6-bromo-N-(5-(1-(2-fluoroacryloyl)piperidine-3-carboxamido)pyridin-2-yl)picolinamide BrC1=CC=CC(=N1)C(=O)NC1=NC=C(C=C1)NC(=O)[C@@H]1CN(CCC1)C(C(=C)F)=O